4-Cyano-3-fluoro-benzoic acid [3-(3-ethyl-4-oxo-spiro[6,8-dihydro-5H-pyrazolo[4,3-c]azepin-7,4'-tetrahydropyran]-1-yl)-2,2-dimethyl-propyl] ester C(C)C1=NN(C2=C1C(NCC1(CCOCC1)C2)=O)CC(COC(C2=CC(=C(C=C2)C#N)F)=O)(C)C